OC1=C(C=CC=C1)C=1C=C2C(=NN1)NC[C@@H]1N2CCN(C1)C1CC2(CN(C2)C2CCN(CC2)CCCC(=O)O)C1 (S)-4-(4-(6-(2-(2-Hydroxyphenyl)-6a,7,9,10-tetrahydro-5H-pyrazino[1',2':4,5]pyrazino[2,3-c]pyridazin-8(6H)-yl)-2-azaspiro[3.3]heptan-2-yl)piperidin-1-yl)butanoic acid